OC(CNC=1C=C(C=CC1)C)C1=CNC(O1)=S 5-[1-hydroxy-2-(m-toluylamino)ethyl]-1,3-oxazole-2(3H)-thione